4-acrylamidobenzenesulfonic acid sodium salt [Na+].C(C=C)(=O)NC1=CC=C(C=C1)S(=O)(=O)[O-]